C[C@@H]1[C@H]([C@@H]1COCC=O)C(=O)OC(C)(C)C tert-butyl (1R,2S,3R)-2-methyl-3-[(2-oxoethoxy)methyl]cyclopropane-1-carboxylate